C1(=CC=CC=C1)C(CS(=O)(=O)CCCC#N)=C 4-((2-phenylallyl)sulfonyl)butyronitrile